FC1=CC(=C(C=C1)C1=CC(=CC=C1)C=1OC2=C(N1)C=C(C=C2C(F)(F)F)CNC2CC(C2)O)C2=NN=CN2C (1R,3R)-3-(((2-(4'-Fluoro-2'-(4-methyl-4H-1,2,4-triazol-3-yl)-[1,1'-biphenyl]-3-yl)-7-(trifluoromethyl)benzo[d]oxazol-5-yl)methyl)amino)cyclobutan-1-ol